C(C)(C)(C)OC(=O)N1C[C@H]([C@@H](CC1)C1=CC=C(C=C1)OS(=O)(=O)C(C(C(C(F)(F)F)(F)F)(F)F)(F)F)COC1=CC=C2CN(C(C2=C1)=O)C(=O)OC(C)(C)C |r| (+/-)-tert-Butyl 6-{[trans-1-(tert-Butoxycarbonyl)-4-(4-[[(perfluorobutyl)sulfonyl]oxy]phenyl)piperidin-3-yl]methoxy}-1-oxoisoindoline-2-carboxylate